NC=1C(=NC(=C(N1)C(F)(F)F)C=1C=NC(=CC1)OCCCN(C)C)C(=O)NCC(=O)C1=CC=C(C=C1)F 3-amino-6-(6-(3-(dimethylamino)propoxy)pyridin-3-yl)-N-(2-(4-fluorophenyl)-2-oxoethyl)-5-(trifluoromethyl)pyrazine-2-carboxamide